1-(4-(2-hydroxyethoxy)-3-methylphenyl)-3-(4-methyl-2-(4-(trifluoromethyl)phenyl)thiazol-5-yl)propan-1-one OCCOC1=C(C=C(C=C1)C(CCC1=C(N=C(S1)C1=CC=C(C=C1)C(F)(F)F)C)=O)C